4-(6-(4-(3-cyclobutylureido)thiophen-2-yl)pyrazin-2-yl)-2-methoxy-N-methyl-N-(1-methylpiperidin-4-yl)benzamide C1(CCC1)NC(NC=1C=C(SC1)C1=CN=CC(=N1)C1=CC(=C(C(=O)N(C2CCN(CC2)C)C)C=C1)OC)=O